Dimethyl (6-methoxy-3-oxo-1,3-dihydroisobenzofuran-1-yl)phosphonate COC1=CC=C2C(OC(C2=C1)P(OC)(OC)=O)=O